(S)-2-amino-3-(7-bromo-1H-indol-3-yl)propionic acid N[C@H](C(=O)O)CC1=CNC2=C(C=CC=C12)Br